[C@@H]1([C@H](CC=CC1)C(=O)[O-])C(=O)OCC(C)C isobutyl cis-4-cyclohexene-1,2-dicarboxylate